Silamorpholin N1[SiH2]COCC1